NC1=CC=C(N=N1)C=1CCN(C(C1)(C)C)C(=O)OC(C)(C)C tert-butyl 4-(6-aminopyridazin-3-yl)-6,6-dimethyl-3,6-dihydropyridine-1(2H)-carboxylate